The molecule is an indoledione obtained by formal oxidation of the dihydroxyindole moiety of betanidin to the corresponding quinone. It is a member of orthoquinones, a tricarboxylic acid, an indoledione, an olefinic compound and a dihydropyridine. It derives from a betanidin. C1[C@H](N=C(C=C1C=CN2[C@@H](CC3=CC(=O)C(=O)C=C32)C(=O)O)C(=O)O)C(=O)O